COC1=CC=C(C=C1)C1=NOC(=N1)N1CCC(CC1)C(=O)NCC1=C(C=CC=C1)N1CCCC1 1-(3-(4-Methoxyphenyl)-1,2,4-oxadiazol-5-yl)-N-(2-(pyrrolidin-1-yl)benzyl)piperidine-4-carboxamide